7-bromo-N-(4-(chlorodifluoromethoxy)phenyl)-1-isopropyl-2-(2-morpholino-2-oxoethyl)indoline-5-carboxamide BrC=1C=C(C=C2CC(N(C12)C(C)C)CC(=O)N1CCOCC1)C(=O)NC1=CC=C(C=C1)OC(F)(F)Cl